C(C)(=O)N1CCN(CC1)C1=C(C=CC=C1)NC(C)C=1C=2C3=C(N(C(C2C=C(C1)C)=O)C)N(N=C3)CC 9-(1-((2-(4-Acetylpiperazin-1-yl)phenyl)amino)ethyl)-3-ethyl-4,7-dimethyl-3,4-dihydro-5H-pyrazolo[3,4-c]isoquinolin-5-one